OCCN(C(OCC[Si](C)(C)C)=O)CCOC1=CC=C(C=C1)B1OC(C(O1)(C)C)(C)C 2-(trimethylsilyl)ethyl (2-hydroxyethyl)(2-(4-(4,4,5,5-tetramethyl-1,3,2-dioxaborolan-2-yl)phenoxy)ethyl)carbamate